BrC1=C(C=CC(=C1)Cl)C1=NC(=NC(=N1)C1=CC=CC=C1)C1=CC=CC=C1 2-(2-bromo-4-chlorophenyl)-4,6-diphenyl-1,3,5-triazine